(5-(4-(4-(2-(trifluoromethyl)phenoxy)piperidin-1-yl)phenyl)-1,3,4-thiadiazol-2-yl)methanol FC(C1=C(OC2CCN(CC2)C2=CC=C(C=C2)C2=NN=C(S2)CO)C=CC=C1)(F)F